3-butyl-3a,4,5,6-tetrahydro-1(3H)-isobenzofuranone C(CCC)C1OC(C2=CCCCC12)=O